2-amino-N-[(3-fluoro-2-pyridyl)methyl]-8-methoxy-quinazoline-4-carboxamide NC1=NC2=C(C=CC=C2C(=N1)C(=O)NCC1=NC=CC=C1F)OC